C(CCCC#C)O 5-hexyn-1-ol